C[NH+]1C(N(C(C1)C)C)CC 1,3,4-trimethyl-2-ethylimidazolinium